C(CCC)NS(=O)(=O)C1=CC=C(C=C1)NC(NCC=1C=NC=CC1)=O 3-[4-(butylsulfamoyl)phenyl]-1-(pyridin-3-ylmethyl)urea